4-(4-methoxyphenyl)-isoquinoline COC1=CC=C(C=C1)C1=CN=CC2=CC=CC=C12